CNC(=O)OC=1C=CCC2CC(OC21)(C)C dihydro-2,2-dimethyl-7-benzofuranol methyl-carbamate